N1=C(C=CC=C1)C1=CC=CC=2SC3=C(C21)C=CC=C3 pyridinyl-dibenzothiophene